N-(2-methyl-4-((2-oxo-2,3-dihydro-1H-benzo[d]imidazol-1-yl)methyl)benzyl)acetamide tert-Butyl-(8-(4,4-difluoropiperidin-1-yl)-[1,2,4]triazolo[4,3-a]pyrazin-6-yl)carbamate C(C)(C)(C)N(C(O)=O)C=1N=C(C=2N(C1)C=NN2)N2CCC(CC2)(F)F.CC2=C(CNC(C)=O)C=CC(=C2)CN2C(NC1=C2C=CC=C1)=O